ClC1=C(C=CC(=C1)F)CC(=O)N (2-chloro-4-fluorophenyl)acetamide